1-Methyl-6-propyl-1,2-dihydro-3H-benzo[e]indole-3-carboximidamide CC1CN(C=2C=CC3=C(C12)C=CC=C3CCC)C(N)=N